3-bromo-2,6-diphenylbenzo[b]thiophene BrC=1C2=C(SC1C1=CC=CC=C1)C=C(C=C2)C2=CC=CC=C2